2-piperazin-1-yl-5-(trifluoromethyl)pyrimidine N1(CCNCC1)C1=NC=C(C=N1)C(F)(F)F